CC=1C(=C2C=NNC2=CC1)C1=C(C(=NC=N1)N1CC2(CN(C2)C(C=C)=O)CC1)CC(F)(F)F 1-(6-(6-(5-methyl-1H-indazol-4-yl)-5-(2,2,2-trifluoroethyl)pyrimidin-4-yl)-2,6-diazaspiro[3.4]octan-2-yl)prop-2-en-1-one